4-(2-fluoroprop-2-enoyl)-1-imidazo[1,2-a]pyridin-2-yl-piperazin-2-one FC(C(=O)N1CC(N(CC1)C=1N=C2N(C=CC=C2)C1)=O)=C